FC1=C(CN2C(N3C(C(=C2)C(=O)N[C@@H]2[C@H](CCC2)O)=NC=C3)=O)C=CC(=C1)C=1C=NN(C1)C 6-(2-fluoro-4-(1-methyl-1H-pyrazol-4-yl)benzyl)-N-((1S,2S)-2-hydroxycyclopentyl)-5-oxo-5,6-dihydroimidazo[1,2-c]pyrimidine-8-carboxamide